1-(4-bromo-2-ethoxy-6-fluorophenyl)ethan-1-one BrC1=CC(=C(C(=C1)F)C(C)=O)OCC